(R)-4-(1-((4-morpholinobutoxy)carbonyl)-3-(trifluoromethyl)-5,6-dihydroimidazo[1,5-a]pyrazin-7(8H)-yl)-4-oxo-1-(2,4,5-trifluorophenyl)butan O1CCN(CC1)CCCCOC(=O)C=1N=C(N2C1CN(CC2)C(CCCC2=C(C=C(C(=C2)F)F)F)=O)C(F)(F)F